6-methylpyridine-2,5-dicarboxylic acid dimethyl ester COC(=O)C1=NC(=C(C=C1)C(=O)OC)C